bis(3-methoxybutyl)peroxydicarbonate COC(CCOC(=O)OOC(=O)OCCC(C)OC)C